O1C=CC2=C1C=CC(=C2)C=2C=C1CN(CC1=CC2)C(=O)NC2=CNC1=CC=C(C=C21)F 5-(benzofuran-5-yl)-N-(5-fluoro-1H-indol-3-yl)isoindoline-2-carboxamide